4,4'-dicyanooctafluorobiphenyl C(#N)C1=C(C(=C(C(=C1F)F)C1=C(C(=C(C(=C1F)F)C#N)F)F)F)F